C[C@H]1CN(CCN1C)[C@H](C(=O)NC=1C=CC=C2C(=CNC12)C1=NC(=NC=C1F)NC=1C(=NN(C1)C)OCC)C (2S)-2-[(3S)-3,4-dimethylpiperazin-1-yl]-N-(3-{2-[(3-ethoxy-1-methyl-1H-pyrazol-4-yl)amino]-5-fluoropyrimidin-4-yl}-1H-indol-7-yl)propanamide